2-(2,2,2-Trifluoroethyl)oxirane FC(CC1OC1)(F)F